FC1=CC=C(C=C1)C1=NN2C(CN(CC2)C(C)=O)=C1C1=CC(=NC=C1)C(C)C 1-(2-(4-fluorophenyl)-3-(2-isopropylpyridin-4-yl)-6,7-dihydropyrazolo[1,5-a]pyrazin-5(4H)-yl)ethan-1-one